N=1C=CN2C1N=CC(=C2)C#CC2=NN(C(=C2C(=O)N)NC)[C@@H]2CN([C@H](C2)COC)C(C=C)=O 3-(2-[imidazo[1,2-a]pyrimidin-6-yl]ethynyl)-1-[(3S,5R)-5-(methoxymethyl)-1-(prop-2-enoyl)pyrrolidin-3-yl]-5-(methylamino)pyrazole-4-carboxamide